C(C=C)(=O)OC[Si](Cl)(C)CCC acryloxy-propyl-dimethylchlorosilane